C(CCCCCC)OC(CCCCCCCC(CCCC)C)OCCCCCCC 1,1-diheptyloxy-9-methyltridecane